O1-tert-butyl O2-methyl (2S)-4-methyl-5-oxo-pyrrolidine-1,2-dicarboxylate CC1C[C@H](N(C1=O)C(=O)OC(C)(C)C)C(=O)OC